8-fluoro-7-(7-fluoro-8-(2-hydroxyethyl)-3-(methoxymethoxy)naphthalen-1-yl)-2-(((2R,7aS)-2-fluorotetrahydro-1H-pyrrolizin-7a(5H)-yl)methoxy)pyrido[4,3-d]pyrimidin-4-ol FC1=C(N=CC2=C1N=C(N=C2O)OC[C@]21CCCN1C[C@@H](C2)F)C2=CC(=CC1=CC=C(C(=C21)CCO)F)OCOC